1-methylcyclopropene sodium p-chlorophenoxyacetate ClC1=CC=C(OCC(=O)[O-])C=C1.[Na+].CC1=CC1